L-4-hydroxy-6-bromoindole OC1=C2C=CNC2=CC(=C1)Br